N1(C=NC=C1)C1=NC(=CC(=N1)C(=O)NC1CCC(CC1)OC)N1CCCCC1 2-(1H-imidazol-1-yl)-N-((1r,4r)-4-methoxycyclohexyl)-6-(piperidin-1-yl)pyrimidine-4-carboxamide